3-(tert-Butyl)-N-(4-(2-(1-isopropyl-1H-pyrazol-4-yl)-3H-imidazo[4,5-b]pyridin-7-yl)-2-(trifluoromethyl)benzyl)-1,2,4-oxadiazole-5-carboxamide C(C)(C)(C)C1=NOC(=N1)C(=O)NCC1=C(C=C(C=C1)C1=C2C(=NC=C1)NC(=N2)C=2C=NN(C2)C(C)C)C(F)(F)F